(2S)-3,3-dicyclohexyl-2-[(2-propylpyrazole-3-carbonyl)amino]propionic acid methyl ester COC([C@H](C(C1CCCCC1)C1CCCCC1)NC(=O)C=1N(N=CC1)CCC)=O